C(C)(C)(C)C=1C=C(CC2(CC(=C(C(=C2CC2=CC(=C(C(=C2)C(C)(C)C)O)C(C)(C)C)C)CC2=CC(=C(C(=C2)C(C)(C)C)O)C(C)(C)C)C)C)C=C(C1O)C(C)(C)C 3,4,6-tris(3,5-di-tert-butyl-p-hydroxybenzyl)-1,3,5-trimethylbenzene